ClC1=CC=C(C=C1)C1=CC(=CC=C1)C1OCC[C@H](NC1=O)CO (5S)-2-(4'-chloro-[1,1'-biphenyl]-3-yl)-5-(hydroxymethyl)-1,4-oxazepan-3-one